(9S,10S)-10-cyclobutyl-9-(methoxymethyl)-3-(1H-pyrazol-4-yl)-5-oxa-2-thia-8,11-diazatricyclo[6.4.1.04,13]trideca-1(13),3-dien-12-one C1(CCC1)[C@H]1[C@H](N2CCOC3=C(SC(C(N1)=O)=C32)C=3C=NNC3)COC